C(C1=CC=CC=C1)N1C2=C(SCC1)C=CC(=C2)C(CC(=O)OCC)NS(=O)C(C)(C)C Ethyl 3-(4-benzyl-3,4-dihydro-2H-benzo[b][1,4]thiazin-6-yl)-3-((tert-butylsulfinyl)amino)propanoate